C1(CCC1)C(CC(=O)NC1=NN2C(C=C(C=C2)C(F)(F)F)=C1C1CCC1)(C)O 3-cyclobutyl-N-(3-cyclobutyl-5-(trifluoromethyl)pyrazolo[1,5-a]pyridin-2-yl)-3-hydroxybutanamide